benzyl ((S)-1-(((S)-1-(4-Fluoro-1H-benzo[d]imidazol-2-yl)ethyl)amino)-4-((S)-2-methylpiperidin-1-yl)-1,4-dioxobutan-2-yl)carbamate FC1=CC=CC=2NC(=NC21)[C@H](C)NC([C@H](CC(=O)N2[C@H](CCCC2)C)NC(OCC2=CC=CC=C2)=O)=O